(2S,6R)-N-[(1S)-1-cyano-2-[4-(3-methyl-2-oxo-1,3-benzoxazol-5-yl)phenyl]ethyl]-6-methoxy-1,4-oxazepane-2-carboxamide C(#N)[C@H](CC1=CC=C(C=C1)C=1C=CC2=C(N(C(O2)=O)C)C1)NC(=O)[C@H]1OC[C@@H](CNC1)OC